FCC1(CC1)N1C=C(C(=CC1=O)O)C(=O)OC methyl 1-(1-(fluoromethyl) cyclopropyl)-4-hydroxy-6-oxo-1,6-dihydropyridine-3-carboxylate